FC1=CC=2C3=C(NC2C=C1)C([C@H]1\C(\CN(C3)CC1)=C/C)=O (4E,5R)-10-fluoro-4-ethylidene-1,4,5,7-tetrahydro-2,5-ethanoazocino[4,3-b]indol-6(3H)-one